BrC1=CC(=CC2=C1N(C=N2)C)C(=O)[O-] 7-bromo-1-methyl-1H-benzo[d]imidazole-5-carboxylate